(R)-ethyl 5-(3,4-dichlorobenzoyl)-6-methyl-4,5,6,7-tetrahydro-2H-pyrazolo[4,3-c]pyridine-3-carboxylate ClC=1C=C(C(=O)N2CC=3C(C[C@H]2C)=NNC3C(=O)OCC)C=CC1Cl